6-(tert-butyl)-N-(3,6-dimethyl-9H-xanthen-9-yl)-2-oxo-1,2-dihydropyridine-3-carboxamide C(C)(C)(C)C1=CC=C(C(N1)=O)C(=O)NC1C2=CC=C(C=C2OC=2C=C(C=CC12)C)C